FC1=C(CN2C(CCC2=O)CC(=O)NC(C(=O)NC2=CC=C(C=C2)C)C(C)C)C=CC=C1F 2-(2-(1-(2,3-Difluorobenzyl)-5-oxopyrrolidin-2-yl)acetamido)-3-methyl-N-(p-tolyl)butanamide